Cl.CC1=NC=C(C(=C1)C1=NN(C=C1)C)C1CNCC1 2-methyl-4-(1-methyl-1H-pyrazol-3-yl)-5-(pyrrolidin-3-yl)pyridine hydrochloride